4-isopropoxyisoxazole-3-carboxamide C(C)(C)OC=1C(=NOC1)C(=O)N